ClC1=NC2=C(C(=CC=C2C=C1)Cl)O[C@H]1CC[C@H](CC1)NC(C)=O N-(cis-4-((2,7-dichloroquinolin-8-yl)oxy)cyclohexyl)acetamide